2,6-dimethyl-1H,5H-[1,4]di-thiino[2,3-c:5,6-c']dipyrrole-1,3,5,7(2H,6H)-tetraone CN1C(C2=C(C1=O)SC=1C(N(C(C1S2)=O)C)=O)=O